BrC=1C=C(C=CC1)C1=NC(=NC2=C3C(=CC=C12)C=CC=C3)C3=CC=CC=C3 4-(3-bromophenyl)-2-phenylbenzo[h]quinazoline